(2R,4S)-5-hydroxy-4-((2-methylpyridin-4-yl)methyl)pyrrolidine-1,2-dicarboxylic acid OC1[C@H](C[C@@H](N1C(=O)O)C(=O)O)CC1=CC(=NC=C1)C